FC1=C2C=CNC2=C(C=C1F)C([C@@H]1N(C(OC1)(C)C)C(=O)OC(C)(C)C)O tert-butyl (4R)-4-((4,5-difluoro-1H-indol-7-yl)(hydroxy)methyl)-2,2-dimethyloxazolidine-3-carboxylate